racemic-tert-butyl (1S,2R,3R,5R)-3-([5-[4-chloro-5-fluoro-2-(methoxymethoxy)phenyl]pyrazin-2-yl](methyl)amino)-2-fluoro-1,5-dimethyl-8-azabicyclo[3.2.1]octane-8-carboxylate ClC1=CC(=C(C=C1F)C=1N=CC(=NC1)N([C@H]1[C@H]([C@@]2(CC[C@](C1)(N2C(=O)OC(C)(C)C)C)C)F)C)OCOC |r|